C12CN(CC(CC1)N2)C2=NC(=NC1=C(C(=C(C=C21)Cl)C2=CC=C(C=1SC(=C(C12)C#N)N)F)F)OCC=O 4-(4-(3,8-diazabicyclo[3.2.1]octan-3-yl)-6-chloro-8-fluoro-2-(2-oxoethoxy)quinazolin-7-yl)-2-amino-7-fluorobenzo[b]thiophene-3-carbonitrile